3-((3R,4R)-3-((7-((S)-2-(6-methoxynaphthalen-2-yl)propanoyl)-7H-pyrrolo[2,3-d]pyrimidin-4-yl)(methyl)amino)-4-methylpiperidin-1-yl)-3-oxopropanenitrile COC=1C=C2C=CC(=CC2=CC1)[C@@H](C(=O)N1C=CC2=C1N=CN=C2N([C@H]2CN(CC[C@H]2C)C(CC#N)=O)C)C